ClC1=C(C=C(C(=C1)Cl)OCC1CC1)B(O)O 2,4-DICHLORO-5-(CYCLOPROPYLMETHOXY)PHENYLBORONIC ACID